1-[6-(2-{[7-(5-Methyl-1,2,4-oxadiazol-3-yl)isoquinolin-1-yl]amino}ethyl)-4H,5H,6H,7H-thieno[2,3-c]pyridin-2-yl]butan-1-one CC1=NC(=NO1)C1=CC=C2C=CN=C(C2=C1)NCCN1CC2=C(CC1)C=C(S2)C(CCC)=O